CC1=NN=C2N1C=C(C=C2C)C[C@@H]2CC[C@H](CC2)C(=O)OC methyl trans-4-[(3,8-dimethyl-[1,2,4]triazolo[4,3-a]pyridin-6-yl)methyl]cyclohexanecarboxylate